6-(2-fluorophenyl)-3-(((R)-7-((2S,4R)-4-(methylamino)-2-phenylpiperidine-1-carbonyl)-7-azaspiro[4.5]dec-10-yl)methyl)pyrimidin-4(3H)-one FC1=C(C=CC=C1)C1=CC(N(C=N1)C[C@@H]1CCN(CC12CCCC2)C(=O)N2[C@@H](C[C@@H](CC2)NC)C2=CC=CC=C2)=O